CC1=C(C=NC=C1)N1C[C@H](CC1)CN1C[C@@H](C([C@@H](C1)O)O)O (3S,4R,5R)-1-(((R)-1-(4-methylpyridin-3-yl)pyrrolidin-3-yl)methyl)piperidine-3,4,5-triol